FC1=CC=C(COC2=CC=C(C(=O)O)C=C2)C=C1 4-((4-fluorobenzyl)oxy)benzoic acid